FC1SC2=C(CN(C1)C)C=CC=C2 2-fluoro-4-methyl-2,3,4,5-tetrahydrobenzo[f][1,4]thiazepine